4'-(9'H-[9,3':6',9''-tercarbazol]-9'-yl)-5-(pyridin-3-yl)-[1,1'-biphenyl] C1=CC=CC=2C3=CC=CC=C3N(C12)C=1C=CC=2N(C3=CC=C(C=C3C2C1)N1C2=CC=CC=C2C=2C=CC=CC12)C1=CC=C(C=C1)C1=CC=CC(=C1)C=1C=NC=CC1